O=C1NC=CC(=C1)COC1=C2CC(CN(C2=CC=C1)C1=CC=C(C=C1)C(F)(F)F)CNC(CC)=O N-((5-((2-oxo-1,2-dihydropyridin-4-yl)methoxy)-1-(4-(trifluoromethyl)phenyl)-1,2,3,4-tetrahydroquinolin-3-yl)methyl)propionamide